C(C)N1C=C(C(C2=CC(=C(C=C12)N1CCNCC1)F)=O)C(C=CC1=CC=C(C=C1)C)=O 1-ethyl-6-fluoro-7-piperazin-1-yl-3-(4-methylcinnamoyl)-quinolin-4(1H)-one